FC=1C(=C(C=NC1)C=1C=C2C(=C(C=NC2=CC1)C1=CC(=CC(=C1)C)F)N1CCC(CC1)N)C=NO 1-(6-{5-Fluoro-4-[(hydroxyimino)methyl]pyridin-3-yl}-3-(3-fluoro-5-methylphenyl)chinolin-4-yl)piperidin-4-amin